(S)-6-(4-amino-7,7-dimethyl-5,7-dihydrofuro[3,4-d]pyrimidin-2-yl)-7-fluoro-2-(4-((6-oxo-5-(trifluoromethyl)-1,6-dihydropyridazin-4-yl)amino)pentyl)isoquinolin-1(2H)-one NC=1C2=C(N=C(N1)C=1C=C3C=CN(C(C3=CC1F)=O)CCC[C@H](C)NC=1C=NNC(C1C(F)(F)F)=O)C(OC2)(C)C